5-methyl-1,5-di-iso-propyl-1,3-cyclohexadiene CC1(C=CC=C(C1)C(C)C)C(C)C